propyl 4-methylbenzene-1-sulfonate CC1=CC=C(C=C1)S(=O)(=O)OCCC